2-(2,6-dioxo-3-piperidyl)-5-[4-[(3S)-pyrrolidin-3-yl]oxy-1-piperidyl]isoindoline-1,3-dione O=C1NC(CCC1N1C(C2=CC=C(C=C2C1=O)N1CCC(CC1)O[C@@H]1CNCC1)=O)=O